BrC1=C2C=CNC2=CC(=C1OC=1C=C(C=CC1)C=1N(C=C(N1)C(C)(CCCC(CO)(C)C)C=1C=C(C=CC1)CC(C(=O)OCC)C)C)F Ethyl 3-(3-(2-(2-(3-((4-bromo-6-fluoro-1H-indol-5-yl)oxy)phenyl)-1-methyl-1H-imidazol-4-yl)-7-hydroxy-6,6-dimethylheptan-2-yl)phenyl)-2-methylpropanoate